ClCC1=NSC(=N1)NC(=O)C1=COC(=C1)C1=CC(=CC=C1)OC(F)(F)F N-(3-(chloromethyl)-1,2,4-thiadiazol-5-yl)-5-(3-(trifluoromethoxy)phenyl)furan-3-carboxamide